8-(1-aminoethyl)-2-ethylsulfanyl-6-(trifluoromethyl)chromen-4-one Ethyl-4-(methoxy(methyl)amino)-4-oxobutanoate C(C)OC(CCC(=O)N(C)OC)=O.NC(C)C=1C=C(C=C2C(C=C(OC12)SCC)=O)C(F)(F)F